oxalyl diisothiocyanate C(C(=O)N=C=S)(=O)N=C=S